C(=O)OOC1=CC=CC=C1 phenoxy formate